BrCCCCCCO[Si](OC(OCCCCCCCC)CCCCCCCC)(C)C 1-bromo-8,8-dimethyl-10-octyl-7,9,11-trioxa-8-silanonadecane